C1CCC2=C(C=3CCCC3C=C12)NC(=O)N(S(=O)(=N)C=1C=NN2C1OCCC2)C N-((1,2,3,5,6,7-hexahydro-s-indacen-4-yl)carbamoyl)-N-methyl-6,7-dihydro-5H-pyrazolo[5,1-b][1,3]oxazine-3-sulfonimidamide